3-((2,4-dichloro-5-isopropoxyphenyl)carbamoyl)cyclopentanecarboxylic acid ClC1=C(C=C(C(=C1)Cl)OC(C)C)NC(=O)C1CC(CC1)C(=O)O